C(=O)OC1=C(C=CC(=C1)C=1N=NN(N1)C)C=1N=C2N(C=CC(=N2)C2CC(NC(C2)(C)C)(C)C)C1 5-(2-methyl-2H-tetrazol-5-yl)-2-(7-(2,2,6,6-tetramethylpiperidin-4-yl)imidazo[1,2-a]pyrimidin-2-yl)phenol formate